6-bromo-4-(2-trans-fluorocyclopropoxy)phthalazin-1(2H)-one BrC=1C=C2C(=NNC(C2=CC1)=O)OC1(CC1)F